The molecule is an anionic C5 cyanine-type compound having indoleinine and chromenylium substituents at either end. It has a role as a fluorochrome. CC[N+](=C1C=CC2=C(C=C(OC2=C1)C(C)(C)C)/C=C/C=C/C=C/3\\C(C4=C(N3CCCS(=O)(=O)[O-])C=CC(=C4)S(=O)(=O)[O-])(C)CCCC(=O)O)CC